C(C)(C)(C)OC(=O)N(C(=NC(=O)OC(C)(C)C)N)CCN1N=NC(=C1)COC1=CC=C(C=C1)OC 1-[2-(N,N'-di-tert-butoxycarbonylguanidino)ethyl]-4-[(4-methoxyphenoxy)methyl]-1H-1,2,3-triazole